3-(2-(4-(8-chloro-3-hydroxy-4-oxo-4H-chromen-2-yl)phenoxy)ethoxy)cyclobutanecarboxylic acid ClC=1C=CC=C2C(C(=C(OC12)C1=CC=C(OCCOC2CC(C2)C(=O)O)C=C1)O)=O